BrC1=CC=C(C=C1)N(C1=CC=C(C=C1)C=C(C#N)P(O)(O)=O)C1=CC=C(C=C1)Br.BrC1=C(C=C(C=C1)Br)NC(CCCCCCC)=O N-(2,5-dibromophenyl)octanamide (2-(4-(bis(4-bromophenyl)amino)phenyl)-1-cyanovinyl)phosphonate